C(C1=CC=CC=C1)(=O)OC[C@@]1(O[C@H](COC1)N1C(NC(C=C1)=O)=O)COC(C1=CC=CC=C1)(C1=CC=C(C=C1)OC)C1=CC=C(C=C1)OC [(2S,6R)-2-[[bis(4-methoxyphenyl)-phenyl-methoxy]methyl]-6-(2,4-dioxopyrimidin-1-yl)-1,4-dioxan-2-yl]methyl benzoate